2,3,3-triphenylallyl benzoate C(C1=CC=CC=C1)(=O)OCC(=C(C1=CC=CC=C1)C1=CC=CC=C1)C1=CC=CC=C1